N[C@H]1[C@@H](C2=CC=CC=C2C1)N(C=1C=C2C(N(C(C2=CC1)=O)C1C(NC(CC1)=O)=O)=O)C 5-(((1R,2R)-2-amino-2,3-dihydro-1H-inden-1-yl)(methyl)amino)-2-(2,6-dioxopiperidin-3-yl)isoindoline-1,3-dione